1H-indole-1-carboxylic acid phenyl ester C1(=CC=CC=C1)OC(=O)N1C=CC2=CC=CC=C12